12E,15E-octadecatriene-1-ol C(=CC=CC=CCCCCCCCCCCCC)O